2-(2,6-dioxopyridin-3-yl)isoindole-1,3-dione O=C1NC(C=CC1N1C(C2=CC=CC=C2C1=O)=O)=O